FC=1C=C(C=CC1)NC(C#N)(C)C 2-((3-fluorophenyl)amino)-2-methylpropanenitrile